(R)-N-(1-(3-chlorophenyl)ethyl)-3-(pyridin-4-yl)-1-trityl-1,7-dihydroimidazo[4,5-f]indazole-6-carboxamide ClC=1C=C(C=CC1)[C@@H](C)NC(=O)C=1NC2=C(C=C3C(=NN(C3=C2)C(C2=CC=CC=C2)(C2=CC=CC=C2)C2=CC=CC=C2)C2=CC=NC=C2)N1